BrC=1N=C(C(=NC1)OC)OC 5-bromo-2,3-dimethoxypyrazine